C(C)(C1=C(C(=CC(=C1)CC(C)C)C(C)(C)C)O)C1=C(C(=CC(=C1)CC(C)C)C(C)(C)C)O 2,2'-ethylidenebis(4-isobutyl-6-t-butylphenol)